7-amino-1-(4-(2-fluorophenoxy)phenyl)-3-((S)-1-((E)-3-((R)-1-methylazetidin-2-yl)acryloyl)pyrrolidin-3-yl)-1,5-dihydro-4H-pyrrolo[2,3-d]pyridazin-4-one NC1=NNC(C2=C1N(C=C2[C@H]2CN(CC2)C(\C=C\[C@@H]2N(CC2)C)=O)C2=CC=C(C=C2)OC2=C(C=CC=C2)F)=O